(S)-4-amino-N-(6-(3-cyanocyclobutyl)-2,3-dihydrobenzofuran-3-yl)-7-fluoro-N-methylimidazo[1,5-a]quinoxaline-8-carboxamide NC=1C=2N(C3=CC(=C(C=C3N1)F)C(=O)N(C)[C@@H]1COC3=C1C=CC(=C3)C3CC(C3)C#N)C=NC2